C(C)C=1C=C2C(=NC1)NC=C2NC(NC2=CC=C(C=C2)C(F)(F)F)=O 3-[5-ethyl-1H-pyrrolo[2,3-b]pyridin-3-yl]-1-[4-(trifluoromethyl)phenyl]urea